7-((3aR,4R,6S,6aS)-2,2-Dimethyl-6-((((3-methyl-5-phenylisoxazol-4-yl)methyl)thio)methyl)tetrahydrofuro[3,4-d][1,3]dioxol-4-yl)-2-fluoro-7H-pyrrolo[2,3-d]pyrimidin-4-amine CC1(O[C@@H]2[C@H](O1)[C@H](O[C@H]2N2C=CC1=C2N=C(N=C1N)F)CSCC=1C(=NOC1C1=CC=CC=C1)C)C